COC(=O)CC methylethylcarboxylate